ClC=1C(=CC=C2C=CC=C(C12)C1=C(C=2N=C(N=C(C2C=N1)N1CCNC2(COC2)C1)OCC12CCCN2CCC1)F)F 8-(7-(8-chloro-7-fluoronaphthalen-1-yl)-8-fluoro-2-((hexahydro-1H-pyrrolizin-7a-yl)methoxy)pyrido[4,3-d]pyrimidin-4-yl)-2-oxa-5,8-diazaspiro[3.5]nonane